FC=1C=C(C=C2C=CC(=NC12)C)CN[C@@H]1[C@@H](C[C@H](CC1)NCC=1C=2N(C=CC1)C=CN2)O (1R,2S,5S)-2-(((8-Fluoro-2-methylquinolin-6-yl)methyl)amino)-5-((imidazo[1,2-a]pyridin-8-ylmethyl)amino)cyclohexan-1-ol